N1C=CC2=C(C=CC=C12)NC1=NC=C(C(=N1)NC1=C(C=CC=C1)P(C)(C)=O)Cl (2-((2-((1H-Indol-4-yl)amino)-5-chloropyrimidin-4-yl)amino)phenyl)dimethylphosphine oxide